FC(C=1C=C(C=C(C1)C(F)(F)F)[B-](C1=CC(=CC(=C1)C(F)(F)F)C(F)(F)F)(C1=CC(=CC(=C1)C(F)(F)F)C(F)(F)F)C1=CC(=CC(=C1)C(F)(F)F)C(F)(F)F)(F)F.C(C)[Si+](CC)CC triethylsilicon tetrakis(3,5-bis(trifluoromethyl)phenyl)borate